CNC(C(=O)O)CC 2-(methylamino)butyric acid